(R)-8-bromo-7-fluoro-2-methyl-2,6-dihydroimidazo[1,2-c]quinazolin-5(3H)-one BrC=1C=CC=2C=3N(C(NC2C1F)=O)C[C@H](N3)C